N1(C=NC=C1)CC(CC1=CC=CC=C1)NC(\C=C\C1=COC2=C1C=CC=C2)=O (E)-N-(1-(1H-imidazol-1-yl)-3-phenylpropan-2-yl)-3-(benzofuran-3-yl)acrylamide